ClC=1C=C(C=NC1)NC(=O)NC=1C=NC=2N(C1[C@H](C)OC)N=C(C2)F (S)-1-(5-chloro-pyridin-3-yl)-3-(2-fluoro-7-(1-methoxyethyl)pyrazolo[1,5-a]pyrimidin-6-yl)urea